(2Z)-2,3-DICHLORO-4-OXOBUT-2-ENOIC ACID Cl\C(\C(=O)O)=C(\C=O)/Cl